(R)-(6-((4-chloro-3-(trifluoromethyl)phenyl)sulfonyl)-1-(4-fluorophenyl)-4,4a,5,6,7,8-hexahydro-1H-pyrazolo[3,4-g]isoquinolin-4a-yl)(pyridin-2-yl)methanone ClC1=C(C=C(C=C1)S(=O)(=O)N1C[C@]2(CC3=C(C=C2CC1)N(N=C3)C3=CC=C(C=C3)F)C(=O)C3=NC=CC=C3)C(F)(F)F